Cl.NC1CCOC2=C1C=CC(=C2)P(O)(O)=O (4-amino-3,4-dihydro-2H-benzopyran-7-yl)phosphonic acid hydrochloride